2-methyl-5-(1-(((R)-1-phenylethyl)amino)-2,3,4,9-tetrahydro-1H-carbazol-6-yl)isoindolin-1-one CN1C(C2=CC=C(C=C2C1)C=1C=C2C=3CCCC(C3NC2=CC1)N[C@H](C)C1=CC=CC=C1)=O